COC1=CC=C(CN2CCC(CC2)C2(NC=NC(=C2[N+](=O)[O-])N)N)C=C1 4-(1-(4-methoxybenzyl)piperidin-4-yl)-5-nitropyrimidine-4,6-diamine